[Li+].S(=O)(=O)(OCCCCCCCCCCCC)[O-] dodecyl sulfate, lithium salt